methyl 3,3,3-trifluoro-2-oxopropanoate FC(C(C(=O)OC)=O)(F)F